C(N)(=O)C=1NC(=NN1)C1=C(C=C2C=C(N(C2=C1)C1CCC1)C1=CC=C(C=C1)NC(OC(C)(C)C)=O)F tert-Butyl (4-(6-(5-carbamoyl-4H-1,2,4-triazol-3-yl)-1-cyclobutyl-5-fluoro-1H-indol-2-yl)phenyl)carbamate